F[C@@H]1[C@H]2CC[C@@H](C[C@@H]1N(C=1N=NC(=CN1)C1=C(C=C(C=C1)C=1C=NNC1)O)C)N2 2-(3-(((1R,2R,3S,5S)-2-fluoro-8-azabicyclo[3.2.1]oct-3-yl)(methyl)amino)-1,2,4-triazin-6-yl)-5-(1H-pyrazol-4-yl)phenol